diethylaminoflavylium C(C)N(CC)C=1C(=[O+]C2=CC=CC=C2C1)C1=CC=CC=C1